FC(OC=1C=NC(=NC1)N[C@@H]1C[C@H](CC1)NC1=NC=C(C=C1)CC=1OC=NN1)F (1S,3S)-N1-(5-(difluoromethoxy)pyrimidin-2-yl)-N3-(5-[(1,3,4-oxadiazol-2-yl)methyl]pyridin-2-yl)cyclopentane-1,3-diamine